C(C)(C)(C)OC(=O)N1CCN(CC1)C=1C=NN2C1C=CC(=C2)C2CCN(CC2)C 4-(6-(1-Methylpiperidin-4-yl)pyrazolo[1,5-a]pyridin-3-yl)piperazine-1-carboxylic acid tert-butyl ester